tert-butyl 3-[[(1S)-2-methoxy-2-oxo-1-[[(3S)-2-oxo-3-piperidyl]methyl] ethyl]carbamoyl]-2-azaspiro[4.5]decane-2-carboxylate COC([C@H](C[C@H]1C(NCCC1)=O)NC(=O)C1N(CC2(C1)CCCCC2)C(=O)OC(C)(C)C)=O